4-(3,4-dihydroxyphenyl)but-3-en-2-one OC=1C=C(C=CC1O)C=CC(C)=O